(E)-N'-(2,4-dihydroxybenzylidene)-4-hydroxy-3-methylbenzofuran-2-carbohydrazide OC1=C(\C=N\NC(=O)C=2OC3=C(C2C)C(=CC=C3)O)C=CC(=C1)O